maleic amide sodium [Na].C(\C=C/C(=O)O)(=O)N